Butyl-4-hydroxy-5-methyl-pyrazol C(CCC)C1=NNC(=C1O)C